2-Phenylimidazo[1,2-b]pyridazine-8-carboxylic acid ethyl ester C(C)OC(=O)C=1C=2N(N=CC1)C=C(N2)C2=CC=CC=C2